C(#N)C=1C(=NN2C1N=CC=C2C(=O)O)C2COCC2 3-cyano-2-tetrahydrofuran-3-yl-pyrazolo[1,5-a]pyrimidine-7-carboxylic acid